1-tetradecanoyl-2-(9Z-nonadecenoyl)-glycero-3-phosphocholine CCCCCCCCCCCCCC(=O)OC[C@H](COP(=O)([O-])OCC[N+](C)(C)C)OC(=O)CCCCCCC/C=C\CCCCCCCCC